C1(CCC1)C1=NC=NC(=C1C1=NC=C2C(=N1)N(N=C2)CC2=CC=C(C=C2)C=2N(C=C(N2)C(F)(F)F)C)OC 6-(4-cyclobutyl-6-methoxypyrimidin-5-yl)-1-(4-(1-methyl-4-(trifluoromethyl)-1H-imidazol-2-yl)benzyl)-1H-pyrazolo[3,4-d]pyrimidine